6-methyl-N-[4-(methylsulfonyl)benzyl]-5-nitro-2-oxo-1-[3-(trifluoromethyl)phenyl]-1,2-dihydropyridine-3-carboxamide CC1=C(C=C(C(N1C1=CC(=CC=C1)C(F)(F)F)=O)C(=O)NCC1=CC=C(C=C1)S(=O)(=O)C)[N+](=O)[O-]